FC1=C2NC(C=3N(C2=C(C=C1F)C)C(=NN3)C)(C)C 6,7-difluoro-1,4,4,9-tetramethyl-4,5-dihydro-[1,2,4]triazolo[4,3-a]quinoxaline